ClC=1C=2N(C=C(C1)C=1N=C3N(C(C1)=O)C=C(C=C3)N3C[C@@H](N(CC3)CCOC)C)C=C(N2)C 2-(8-chloro-2-methylimidazo[1,2-a]pyridin-6-yl)-7-[(3S)-4-(2-methoxyethyl)-3-methylpiperazin-1-yl]-4H-pyrido[1,2-a]pyrimidin-4-one